FC(C=1C=C(C=C(C1)C(F)(F)F)C1=NN(C(=N1)S(=O)(=O)C)C1=C(N=CN1C)[N+](=O)[O-])(F)F 3-(3,5-bis(trifluoromethyl)phenyl)-1-(1-methyl-4-nitro-1H-imidazol-5-yl)-5-(methylsulfonyl)-1H-1,2,4-triazole